5-bromo-N-(4-bromophenyl)-2-nitrosoaniline BrC=1C=CC(=C(NC2=CC=C(C=C2)Br)C1)N=O